methyl 2-((2-bromo-4-fluorophenyl) amino)-5-fluoro-4-(trifluoromethyl)-benzoate BrC1=C(C=CC(=C1)F)NC1=C(C(=O)OC)C=C(C(=C1)C(F)(F)F)F